CC1(C2=CC=CC=C2C=2C=CC(=CC12)NC1=CC=C(C(=C1)C1=CC=CC=C1)C1=CC=C(C=C1)C1=CC=CC=C1)C N-(9,9-dimethylfluoren-2-yl)-N-(6-phenyl-1,1':4',1''-terphenyl-4-yl)amine